1-[({4-[7-(aminocarbonyl)-2H-indazole-2-yl]phenyl}amino)carbonyl]octahydro-1H-isoindolium NC(=O)C1=CC=CC2=CN(N=C12)C1=CC=C(C=C1)NC(=O)C1[NH2+]CC2CCCCC12